methyl 4-(bromomethyl)-3-fluoro-pyridine-2-carboxylate BrCC1=C(C(=NC=C1)C(=O)OC)F